(-)-1-(6-chloropyridin-3-yl)-3-[(3S*,4R*)-4-(2,6-difluoro-4-methoxyphenyl)-1-methyl-2-oxopyrrolidin-3-yl]urea ClC1=CC=C(C=N1)NC(=O)N[C@@H]1C(N(C[C@H]1C1=C(C=C(C=C1F)OC)F)C)=O |o1:11,15|